(3S)-7-bromo-6-chloro-5-(2,6-difluorophenyl)-3-ethyl-1,3-dihydro-1,4-benzodiazepine-2-thione BrC=1C=CC2=C(C(=N[C@H](C(N2)=S)CC)C2=C(C=CC=C2F)F)C1Cl